1,3,5-triallylphenol C(C=C)C1(CC(=CC(=C1)CC=C)CC=C)O